C(CCCCCCCCCCC)(=O)O.C(CCCCCC(C)C)(=O)OCCCCCCCCCCCCCCCC cetyl isononanoate laurate